(2R,4R)-6-chloro-N-(3-{4-[5-(difluoromethoxy)pyridin-2-yl]-1H-pyrazol-1-yl}bicyclo[1.1.1]pentan-1-yl)-7-fluoro-4-hydroxy-3,4-dihydro-2H-1-benzopyran-2-carboxamide ClC=1C(=CC2=C([C@@H](C[C@@H](O2)C(=O)NC23CC(C2)(C3)N3N=CC(=C3)C3=NC=C(C=C3)OC(F)F)O)C1)F